CC(C)OC(C(CC#C)CC#C)=O propan-2-yl-2-(prop-2-yn-1-yl)pent-4-ynoate